Cl.CC=1C=C(C=C(C1)C)NC1=NC=CC(=N1)C1=NN(C(=C1)C(=O)N[C@H]1CNCCC1)CC 3-{2-[(3,5-dimethylphenyl)amino]pyrimidin-4-yl}-1-ethyl-N-[(3R)-piperidin-3-yl]-1H-pyrazole-5-carboxamide hydrochloride